piperidinyltrimethylsilane N1(CCCCC1)[Si](C)(C)C